F[P-](F)(F)(F)(F)F.[Ir+3].C(C)(C)(C)C1=CC=C(C=C1)C1=NC=CC=C1.C(C)(C)(C)C1=CC=C(C=C1)C1=NC=CC=C1.F[P-](F)(F)(F)(F)F.F[P-](F)(F)(F)(F)F bis[2-(4-tert-butylphenyl)pyridine] iridium (III) hexafluorophosphate